FC1=C(C=CC(=C1)C(F)(F)F)COC1CN(C1)C(=O)N1CC(CC1)C(=O)N(C)C (-)-1-[3-[[2-Fluoro-4-(trifluoromethyl)phenyl]methoxy]azetidine-1-carbonyl]-N,N-dimethyl-pyrrolidine-3-carboxamide